1-aza-4,7,10,13-tetrathiacyclopentadecane N1CCSCCSCCSCCSCC1